NC1=CC=C(COC2=CC(=CC=C2)OCC2=CC=C(C=C2)N)C=C1 1,3-bis(4-aminobenzyloxy)benzene